calcium pentadienoate C(C=CC=C)(=O)[O-].[Ca+2].C(C=CC=C)(=O)[O-]